6-bromo-4-iodo-2,3-dihydro-1H-inden-5-ol BrC1=C(C(=C2CCCC2=C1)I)O